2-Hydroxy-6-methoxybenzoic acid OC1=C(C(=O)O)C(=CC=C1)OC